ClC=1C=C(C=C2C(N(C(=NC12)C=1C=C2C(=CN1)SC=C2)COCC[Si](C)(C)C)=O)O 8-chloro-6-hydroxy-2-thieno[2,3-c]pyridin-5-yl-3-(2-trimethylsilyl-ethoxymethyl)-3H-quinazolin-4-one